ClC=1C=C(C=CC1)C1=NOCC1 (RS)-3-(3-chlorophenyl)-4,5-dihydroisoxazol